l-p-methoxystyrene COC1=CC=C(C=C)C=C1